5-bromo-3-methyl-2-((2-(trimethylsilyl)ethoxy)methyl)-2H-pyrazolo[3,4-b]pyridine BrC1=CC=2C(N=C1)=NN(C2C)COCC[Si](C)(C)C